(7Z)-11-bromo-1,1-didecyloxy-7-undecene BrCCC\C=C/CCCCCC(OCCCCCCCCCC)OCCCCCCCCCC